(E)-2-(3-cyano-4-(4-(dimethylamino)styryl)-5,5-dimethyl-furan-2(5H)-ylidene)malononitrile C(#N)C=1C(OC(C1\C=C\C1=CC=C(C=C1)N(C)C)(C)C)=C(C#N)C#N